6-[(4-fluorobenzyl)amino]-N-[7-methoxy-8-(3-morpholin-4-ylpropoxy)-2,3-dihydroimidazo[1,2-c]quinazolin-5-yl]nicotinamide FC1=CC=C(CNC2=NC=C(C(=O)NC3=NC=4C(=C(C=CC4C=4N3CCN4)OCCCN4CCOCC4)OC)C=C2)C=C1